FC1(C(CCCC)CCCCCCCCCCC1)O undecanofluorohexanol